(2R,3R,4R,5R)-5-(2-acetamido-1-benzoyl-6-oxo-1,6-dihydro-9H-purin-9-yl)-4-((tert-butyldimethylsilyl)oxy)-2-(((tert-butyldimethylsilyl)oxy)methyl)tetrahydrofuran-3-yl methyl carbonate C(O[C@@H]1[C@H](O[C@H]([C@@H]1O[Si](C)(C)C(C)(C)C)N1C=2N=C(N(C(C2N=C1)=O)C(C1=CC=CC=C1)=O)NC(C)=O)CO[Si](C)(C)C(C)(C)C)(OC)=O